FC1(CCN(CC1)CCN(CC(=O)O)C(=O)OCC1C2=CC=CC=C2C=2C=CC=CC12)F 2-[2-(4,4-difluoropiperidin-1-yl)ethyl-(9H-fluoren-9-ylmethoxycarbonyl)amino]acetic acid